methyl 4-(2-(2-fluorophenyl)-7-oxo-4,7-dihydropyrazolo[1,5-a]pyrimidin-5-yl)benzoate FC1=C(C=CC=C1)C1=NN2C(NC(=CC2=O)C2=CC=C(C(=O)OC)C=C2)=C1